1-((3aR,5r,6aS)-5-((5-(imidazo[1,2-a]pyrimidin-6-yl)-7H-pyrrolo[2,3-d]pyrimidin-2-yl)amino)hexahydrocyclopenta[c]pyrrol-2(1H)-yl)ethan-1-one N=1C=CN2C1N=CC(=C2)C2=CNC=1N=C(N=CC12)NC1C[C@@H]2[C@@H](CN(C2)C(C)=O)C1